[Ta].[La] lanthanum-tantalum